ClC1=C(C=C(C=C1)N1N=C(N=C1CNC(=O)NCC1=NC=NN1C=1N=CC2=CC=CC=C2C1)C)F 1-{[1-(4-chloro-3-fluorophenyl)-3-methyl-1H-1,2,4-triazol-5-yl]methyl}-3-{[1-(isoquinolin-3-yl)-1H-1,2,4-triazol-5-yl]methyl}urea